4-((4-bromo-3,5-difluorobenzyl)amino)-3-methoxypiperidine-1-carboxylic acid tert-butyl ester C(C)(C)(C)OC(=O)N1CC(C(CC1)NCC1=CC(=C(C(=C1)F)Br)F)OC